methyl 3-[5H,6H,7H-pyrazolo[1,5-a]pyrimidin-4-yl]pyridine-4-carboxylate N1=CC=C2N1CCCN2C=2C=NC=CC2C(=O)OC